C(C1=CC=CC=C1)OC[C@]12N([C@@H](OC1=O)C(Cl)(Cl)Cl)CCC2 (3S,7aS)-7a-(benzyloxymethyl)-3-(trichloromethyl)-3,5,6,7-tetrahydropyrrolo[1,2-c]oxazol-1-one